C(C)OC1CCC(CC1)NC1=NC=C(C(=N1)N[C@H]1C[C@H](CCC1)O)C(=O)N 2-((1r,4R)-4-ethoxycyclohexylamino)-4-((1R,3S)-3-hydroxycyclohexylamino)pyrimidine-5-carboxamide